ClC1=NC(=C2N=CN(C2=N1)C1OCCC1)NCC1=CC(=C(C=C1)O)OC Chloro-6-[(4-hydroxy-3-methoxybenzyl)amino]-9-(tetrahydrofuran-2-yl)-9H-purine